4-[(4-aminophenyl)(3-fluorophenyl)methyl]aniline methyl-1-(2-(4-bromo-3,5-dimethylphenyl)propan-2-yl)piperidine-4-carboxylate COC(=O)C1CCN(CC1)C(C)(C)C1=CC(=C(C(=C1)C)Br)C.NC1=CC=C(C=C1)C(C1=CC=C(N)C=C1)C1=CC(=CC=C1)F